tert-Butyl methyl({1-[(2-methylcyclohexyl)methyl]-5-oxo-4,5-dihydro-1H-pyrazol-3-yl}methyl)carbamate CN(C(OC(C)(C)C)=O)CC1=NN(C(C1)=O)CC1C(CCCC1)C